rel-4-chloro-2-(methylsulfanyl)-6-{[(1r,4r)-4-(trifluoromethyl)cyclohexyl]-oxy}pyrimidine ClC1=NC(=NC(=C1)OC1CCC(CC1)C(F)(F)F)SC